ClC1=CC(=C(C=C1)N1CCC(CC1)C1=NN(C(=N1)NCC1=CC=C(C=C1)OC)C)F 3-(1-(4-chloro-2-fluorophenyl)piperidin-4-yl)-N-(4-methoxybenzyl)-1-methyl-1H-1,2,4-triazol-5-amine